BrC1SC=2C(=N1)N=C(N2)OC 2-bromo-5-methoxyimidazo[5,4-d]thiazole